C(C(C)C)C1=CC=C(C=C1)NC1=NC=C(C=N1)N N2-(4-isobutylphenyl)pyrimidine-2,5-diamine